5-(2,6-diazaspiro[3.3]heptan-2-yl)-2-(2,6-dioxo-3-piperidyl)isoindoline-1,3-dione formate C(=O)O.C1N(CC12CNC2)C=2C=C1C(N(C(C1=CC2)=O)C2C(NC(CC2)=O)=O)=O